2-(tert-butyl) 8-ethyl 6-thia-2-azaspiro[3.4]octane-2,8-dicarboxylate 6,6-dioxide C1N(CC12CS(CC2C(=O)OCC)(=O)=O)C(=O)OC(C)(C)C